(+)-(2-(2-(Benzyloxy)naphthalen-1-yl)phenyl)bis(4-methoxyphenyl)phosphine oxide C(C1=CC=CC=C1)OC1=C(C2=CC=CC=C2C=C1)C1=C(C=CC=C1)P(C1=CC=C(C=C1)OC)(C1=CC=C(C=C1)OC)=O